pyrrolo[2,3-d]pyrimidin-6-one N1=CN=CC=2C1=NC(C2)=O